(4-(5-fluoro-1H-indol-3-yl)thiophen-2-yl)-5-oxopentanoic acid FC=1C=C2C(=CNC2=CC1)C=1C=C(SC1)C(C(=O)O)CCC=O